C(C1=CC=CC=C1)OCCOCCOCCOC1=C(N(C2=CC(=C(C=C12)F)F)C)C(=O)N1CCN(CC1)C([C@H](C1CCCCC1)NC(OC(C)(C)C)=O)=O tert-Butyl (S)-(2-(4-(3-(2-(2-(2-(benzyloxy)ethoxy)ethoxy)ethoxy)-5,6-difluoro-1-methyl-1H-indole-2-carbonyl)piperazin-1-yl)-1-cyclohexyl-2-oxoethyl)carbamate